FC1=C(COC2=CC=CC(=N2)N2C[C@@H](NCC2)C)C=CC(=C1)C(N(C)OC)=O (S)-4-(6-((2-Fluoro-4-(methoxy(methyl)carbamoyl)benzyl)oxy)pyridin-2-yl)-2-methylpiperazine